5-(((2,6-bis(bis(2-methoxyethyl)amino)-8-(4-methoxypiperidin-1-yl)pyrimido[5,4-d]pyrimidin-4-yl)oxy)methyl)nicotinonitrile COCCN(C=1N=C(C2=C(N1)C(=NC(=N2)N(CCOC)CCOC)N2CCC(CC2)OC)OCC=2C=NC=C(C#N)C2)CCOC